1-bromo-3-fluoro-benzene BrC1=CC(=CC=C1)F